1-oxa-8-azaspiro[4.5]decane O1CCCC12CCNCC2